N1=C(C=C(C2=CC=CC=C12)O)O quinoline-2,4-diol